C1(CC1)N[C@H]1CN(CC1)C=1N=CC(=NC1)C(=O)NC1=CC2=CN(N=C2C=C1OCC1=CN=CO1)C (R)-5-(3-(cyclopropylamino)pyrrolidin-1-yl)-N-(2-methyl-6-(oxazol-5-ylmethoxy)-2H-indazol-5-yl)pyrazine-2-carboxamide